COC1=CC=C(C=C1)C(OC[C@@H]1[C@H]([C@H]([C@@H](O1)N1C2=NC=NC(=C2N=C1)Cl)OP(N(C(C)C)C(C)C)OCCC#N)O[Si](C)(C)C(C)(C)C)(C1=CC=CC=C1)C1=CC=C(C=C1)OC 9-(5-O-[Bis(4-methoxyphenyl)(phenyl)methyl]-3-O-[tert-butyl(dimethyl)silyl]-2-O-{(2-cyanoethoxy)[di(propan-2-yl)amino]phosphanyl}-β-D-ribofuranosyl)-6-chloro-9H-purine